ClC1=NN=C(C2=CC=CC=C12)N[C@H]1CN(CCC1)CCF (R)-4-chloro-N-(1-(2-fluoroethyl)piperidin-3-yl)phthalazin-1-amine